(R)-6-chloro-3-methyl-5-((1-methylpyrrolidin-3-yl)amino)pyrazine-2-carbonitrile ClC1=C(N=C(C(=N1)C#N)C)N[C@H]1CN(CC1)C